Tert-butyl N-[1-(5-fluoro-3-pyridyl)-3-hydroxy-propyl]-N-hydroxy-carbamate Tert-butyl-3-(5-fluoro-3-pyridyl)-5-hydroxy-isoxazolidine-2-carboxylate C(C)(C)(C)OC(=O)N1OC(CC1C=1C=NC=C(C1)F)O.FC=1C=C(C=NC1)C(CCO)N(C(OC(C)(C)C)=O)O